O1CC(C1)OC([C@@H](NC(=O)OCC1=CC=CC=C1)C)=O ((Benzyloxy)carbonyl)-L-alanine oxetan-3-yl ester